OC(=O)C(F)(F)F.C1(CCC1)CN(CCN1C2CC(CC1CC2)C=2C=C(C(=O)N)C=CC2)C(C(C)(C)S(=O)(=O)C)=O 3-endo-(8-{2-[cyclobutylmethyl-(2-methanesulfonyl-2-methylpropionyl)amino]ethyl}-8-azabicyclo[3.2.1]oct-3-yl)-benzamide TFA salt